1,4-thiazinan S1CCNCC1